2,4,5-tribromo-1-(2-methoxy ethyl)-imidazolebenzyl 1-acetyl-5-chloro-spiro[indoline-3,4'-piperidine]-1'-carboxylate C(C)(=O)N1CC2(CCN(CC2)C(=O)OCC2=CC=CC=C2C2(N(C(=C(N2)Br)Br)CCOC)Br)C2=CC(=CC=C12)Cl